2-(3-(1-([1,1'-biphenyl]-3-carbonyl)piperidin-3-yl)phenoxy)-2-methylpropanoic acid methyl ester COC(C(C)(C)OC1=CC(=CC=C1)C1CN(CCC1)C(=O)C=1C=C(C=CC1)C1=CC=CC=C1)=O